C1(CCCCC1)CCCOC=1C=C(C=CC1)NC1=C(C=C(C(=O)N=C2NCCCN2)C=C1)C 4-{[3-(3-cyclohexylpropoxy)phenyl]amino}-N-(1,3-diazinan-2-ylidene)-3-methylbenzamide